(S)-methyl 1-(2-(4-bromo-3-fluorophenyl)-6-chloro-4,7-dioxo-4,7-dihydro-1H-benzo[d]imidazol-5-yl)pyrrolidine-2-carboxylate BrC1=C(C=C(C=C1)C1=NC2=C(N1)C(C(=C(C2=O)N2[C@@H](CCC2)C(=O)OC)Cl)=O)F